2-(4-chloro-6-(naphthalen-2-yl)quinazolin-2-yl)-9-phenyl-9H-carbazole ClC1=NC(=NC2=CC=C(C=C12)C1=CC2=CC=CC=C2C=C1)C1=CC=2N(C3=CC=CC=C3C2C=C1)C1=CC=CC=C1